NC=1C(=NC(=CN1)C1=CC(=CC=C1)C=1C=NN(C1)C)C(=O)N[C@@H]1CNCCC1 (S)-3-amino-6-(3-(1-methyl-1H-pyrazol-4-yl)phenyl)-N-(piperidin-3-yl)pyrazine-2-carboxamide